(((1R,5S)-3-benzyl-3,8-diazabicyclo[3.2.1]octan-8-yl)methoxy)ethan-1-ol C(C1=CC=CC=C1)N1C[C@H]2CC[C@@H](C1)N2COC(C)O